C(C)OC(CN1C(=CC2=CC=CC(=C12)F)C(=O)OCC)OCC ethyl 1-(2,2-diethoxyethyl)-7-fluoro-1H-indole-2-carboxylate